1-Dodecyl-1-ethylpiperidinium triflat [O-]S(=O)(=O)C(F)(F)F.C(CCCCCCCCCCC)[N+]1(CCCCC1)CC